n-Butylbromid C(CCC)Br